3-ethylenedioxy-1-butanal C1OC(CC=O)COC1